C(C=C)N(CCC1=CNC2=CC=C(C=C12)OC(CCC(=O)O)=O)CC=C 4-((3-(2-(diallylamino)ethyl)-1H-indol-5-yl)oxy)-4-oxobutanoic acid